(4S,5S)-5-fluoro-1-[3-(trifluoromethoxy)propyl]-3-(trifluoromethyl)-4,5,6,7-tetrahydroindazol-4-ol F[C@@H]1[C@H](C=2C(=NN(C2CC1)CCCOC(F)(F)F)C(F)(F)F)O